OC1=CC=C(C=C1)N1C(=O)C2C3(C=CC(C2C1=O)C3)CC=C N-(4-hydroxyphenyl)-allylbicyclo[2.2.1]hept-5-ene-2,3-dicarboximide